5-(6-(2-hydroxy-methyl-4-(trifluoromethyl)phenyl)-2H-pyrazolo[3,4-b]pyridin-2-yl)-1-isopropylpiperidin-2-one OC1=C(C=CC(=C1C)C(F)(F)F)C=1C=CC=2C(N1)=NN(C2)C2CCC(N(C2)C(C)C)=O